COC=1C=C(C=NC1OC)N1[C@H]([C@H](CC1)NS(=O)(=O)C)CO[C@@H]1CC[C@@H](CC1)C1=CC=CC=C1 N-((2R,3S)-1-(5,6-dimethoxypyridin-3-yl)-2-((((CIS)-4-phenylcyclohexyl)oxy)methyl)pyrrolidin-3-yl)methanesulfonamide